BrC1=CC(=C(C=C1C)B1OC(C)(C)C(C)(C)O1)F 4-bromo-2-fluoro-5-methylphenylboronic acid pinacol ester